6-[(1Z)-2-fluoro-3-oxobut-1-en-1-yl]-1-(oxan-2-yl)indazole-3-carbonitrile F\C(=C/C1=CC=C2C(=NN(C2=C1)C1OCCCC1)C#N)\C(C)=O